C(=C\C1=CC=CC=C1)/C1=CC=C(C(=O)O)C=C1 (E)-4-styrylbenzoic acid